Methyl (4-(7-(4-acetamidophenyl)-3-amino-1H-indazol-5-yl)pyridin-2-yl)carbamate C(C)(=O)NC1=CC=C(C=C1)C=1C=C(C=C2C(=NNC12)N)C1=CC(=NC=C1)NC(OC)=O